3-((3-chloropyridin-2-yl)oxy)-2,2-dimethyl-N-(1-methylpiperidin-4-yl)propionamide ClC=1C(=NC=CC1)OCC(C(=O)NC1CCN(CC1)C)(C)C